(S)-3-(3-(chloromethyl)-4-methylphenyl)-3-(3-cyclopropyl-8-methyl-[1,2,4]triazolo[4,3-a]pyridin-7-yl)-2,2-dimethylpropanoate ClCC=1C=C(C=CC1C)[C@H](C(C(=O)[O-])(C)C)C1=C(C=2N(C=C1)C(=NN2)C2CC2)C